C1(CCC1)N(C=1C(=CC2=C(OCO2)C1)SC=1NC2=C(C(=NC=C2)N(CC2=CC=C(C=C2)OC)CC2=CC=C(C=C2)OC)N1)C 2-[(6-(cyclobutyl(methyl)amino)-1,3-benzodioxol-5-yl)sulfanyl]-N,N-bis[(4-methoxyphenyl)methyl]-1H-imidazo[4,5-c]pyridin-4-amine